C(C)(C)(C)OC(=O)N1CCC=C(C1)C1=NC=2N(C(N(C(C2N1C)=O)CC=1N(C2=CC=CC(=C2C1)Cl)C(=O)OC(C)(C)C)=O)C tert-Butyl 2-[[8-(1-tert-butoxycarbonyl-3,6-dihydro-2H-pyridin-5-yl)-3,7-dimethyl-2,6-dioxo-purin-1-yl]methyl]-4-chloro-indole-1-carboxylate